3-(5-methyl-7-oxo-5,6,7,8-tetrahydropteridin-4-yl)benzoic acid CN1C=2C(=NC=NC2NC(C1)=O)C=1C=C(C(=O)O)C=CC1